CN1[C@@H](CCC1=O)C(=O)NC1=CC(=CC=2CCOC21)OC2=NC=C(C=C2)C(F)(F)F (S)-1-Methyl-5-oxo-N-(5-((5-(trifluoromethyl)pyridin-2-yl)oxy)-2,3-dihydro-benzofuran-7-yl)pyrrolidine-2-carboxamide